Cl.N[C@H]1C=C[C@@](C1)(C)CO ((1S,4R)-4-amino-1-methylcyclopent-2-en-1-Yl)methanol hydrochloride